C(#N)C1=CC(=C(CSC2=CC=CC(=N2)C=2CCN(CC2)CC2=NC3=C(N2C[C@H]2OCC2)C=C(C=C3)C(=O)OC)C=C1)F Methyl (S)-2-((6-((4-cyano-2-fluorobenzyl)thio)-3',6'-dihydro-[2,4'-bipyridin]-1'(2'H)-yl)methyl)-1-(oxetan-2-ylmethyl)-1H-benzo[d]imidazole-6-carboxylate